C1(CC1)C1=C(C(=NO1)C1=C(C=CC=C1Cl)Cl)CO[C@@H](CCC(C)C=1C=C2CC[C@@H](CC2=CC1)C(=O)O)CC (2S)-6-[(1S,4S,5R)-5-[[5-cyclopropyl-3-(2,6-dichlorophenyl)-1,2-oxazol-4-yl]methoxyl]heptan-2-yl]-1,2,3,4-tetrahydronaphthalene-2-carboxylic acid